N-(5-[{5-(trifluoromethyl)pyridin-2-yl}oxy]pyridin-3-yl)acrylamide FC(C=1C=CC(=NC1)OC=1C=C(C=NC1)NC(C=C)=O)(F)F